CS(=O)(=O)C1=CC=C(C=C1)C1NC=2C(=C3C(=NC2)NC=C3)N1C1CN(CC1)CCC#N 3-(3-(2-(4-(methylsulfonyl)phenyl)-2,3-dihydroimidazo[4,5-d]pyrrolo[2,3-b]pyridin-1(6H)-yl)pyrrolidin-1-yl)propionitrile